[Cl-].C(CCCCCCCCCCC)[N+](CC1=CC=CC=C1)(CC)C dodecyl-methyl-ethyl-benzyl-ammonium chloride